C(C)(C)(CC)NCC1=CC=C(C=C1)C1=CC(=CC=C1)S(=O)(=O)N1CCC2(C[C@@H](CO2)NCC(C)O)CC1 3-((S)-8-(4'-((tert-pentylamino)methyl)biphenyl-3-ylsulfonyl)-1-oxa-8-azaspiro[4.5]decan-3-ylamino)propan-2-ol